methyl 2-chloro-4-((6-fluorobenzofuran-7-yl)oxy)benzoate ClC1=C(C(=O)OC)C=CC(=C1)OC1=C(C=CC=2C=COC21)F